FC1=C(C#N)C=CC(=C1)NC 2-fluoro-4-(methylamino)benzonitrile